C(C1=CC=CC=C1)(=O)C=1C(=C(C(=O)Cl)C(=CC1C)C)C 3-benzoyl-2,4,6-trimethyl-benzoyl chloride